C1=CC(=CC=C1CC2=CC=C(C=C2)N=C=O)N=C=O Methylenedi-p-phenyl diisocyanate